4-{4-[(5S)-5-(2,6-difluorophenyl)-4,5-dihydro-1,5-oxazol-2-yl]piperidin-1-yl}-2-[5-methyl-3-(trifluoromethyl)-1H-pyrazol-1-yl]ethanone FC1=C(C(=CC=C1)F)N1CC=C(O1)C1CCN(CC1)C=1C(=NN(C1C)CC=O)C(F)(F)F